tert-butyl 6-(5-{2',7-dimethyl-1H,2'H-[3,4'-biindazol]-1-yl}pyridin-2-yl)-2,6-diazaspiro[3.3]heptane-2-carboxylate CN1N=C2C=CC=C(C2=C1)C1=NN(C2=C(C=CC=C12)C)C=1C=CC(=NC1)N1CC2(CN(C2)C(=O)OC(C)(C)C)C1